(R)-N-(3-chloropyridin-2-yl)-N-(pyrrolidin-3-yl)-3-(1H-tetrazol-5-yl)benzamide ClC=1C(=NC=CC1)N(C(C1=CC(=CC=C1)C1=NN=NN1)=O)[C@H]1CNCC1